tert-butyl (3-(5-(cis-3-((tert-butyldiphenylsilyl)oxy)cyclobutyl)-2-oxooxazolidin-3-yl)bicyclo[1.1.1]pentan-1-yl)carbamate [Si](C1=CC=CC=C1)(C1=CC=CC=C1)(C(C)(C)C)O[C@H]1C[C@H](C1)C1CN(C(O1)=O)C12CC(C1)(C2)NC(OC(C)(C)C)=O